O1CC(C1)=CC1=CC=C(C=O)C=C1 4-(oxetan-3-ylidene-methyl)benzaldehyde